C(=O)(O)/C=C/C(=O)NC1=CC=C(C=C1)C(/C=C/C1=CC=C(C=C1)\C=C/C(=O)C1=CC=C(NC(/C=C/C(=O)O)=O)C=C1)=O (E)-4-[4-[(Z)-3-[4-[(E)-3-[4-[[(E)-3-Carboxyprop-2-enoyl]amino]phenyl]-3-oxoprop-1-enyl]phenyl]prop-2-enoyl]anilino]-4-oxobut-2-enoic acid